benzyl 4-(3-((1R,5S)-3,8-diazabicyclo[3.2.1]octan-8-yl)-5-chlorophenoxy)piperidine-1-carboxylate [C@H]12CNC[C@H](CC1)N2C=2C=C(OC1CCN(CC1)C(=O)OCC1=CC=CC=C1)C=C(C2)Cl